C(C)(C)(C)OOC1(CC(CC(C1)C)(C)C)OOC(C)(C)C 1,1-bis(tert-butylperoxy)-3,3,5-trimethyl-cyclohexane